C1(CC1)C=1C=C(C=2N(C1)C=C(N2)CSC=2C=C(C=CC2)NC(=O)[C@@H]2[C@H](C2)C2=NC=CC(=N2)C)N2C(N(C(C2)=O)C)=O (1S,2S)-N-(3-(((6-cyclopropyl-8-(3-methyl-2,4-dioxoimidazolidin-1-yl)imidazo[1,2-a]pyridin-2-yl)methyl)thio)phenyl)-2-(4-methylpyrimidin-2-yl)cyclopropane-1-carboxamide